C(C)(C)(C)N(C(=O)OC1=C(C=C(OC2=C(C=C(C[C@H](N)C(=O)O)C=C2I)I)C=C1)I)CC1=C(C=C(C=C1)C1=NC=CC=N1)F Triiodothyronine tert-butyl-(2-fluoro-4-(pyrimidin-2-yl)benzyl)carbamate